monoethoxydi(n-butoxy)aluminum C(C)O[Al](OCCCC)OCCCC